(3-(1-(4-((1-(3-fluoropropyl)azetidin-3-yl)amino)phenyl)-3-methyl-1,3,4,9-tetrahydro-2H-pyrido[3,4-b]indol-2-yl)bicyclo[1.1.1]pentan-1-yl)methanol FCCCN1CC(C1)NC1=CC=C(C=C1)C1N(C(CC2=C1NC1=CC=CC=C21)C)C21CC(C2)(C1)CO